N-Benzyl-N-(3-((4-((S)-(3-fluorophenyl)(hydroxy)methyl)-7-aza-bicyclo[2.2.1]heptan-1-yl)methyl)phenyl)methanesulfonamide C(C1=CC=CC=C1)N(S(=O)(=O)C)C1=CC(=CC=C1)CC12CCC(CC1)(N2)[C@@H](O)C2=CC(=CC=C2)F